NC1=CC(=NC=C1C#CC(OCC)OCC)C#N 4-amino-5-(3,3-diethoxyprop-1-ynyl)pyridine-2-carbonitrile